C1(CCCCC1)[SiH](OC)OC cyclohexyl-(dimethoxy)silane